(1SR,3RS)-1-((E)-prop-1-en-1-yl)spiro[2.4]Heptane-4-one C(=C\C)/[C@@H]1C[C@@]12C(CCC2)=O |r|